(E)-2-(3,5-Difluoro-4-hydroxystyryl)-1,4-dimethylpyridinium Iodide [I-].FC=1C=C(/C=C/C2=[N+](C=CC(=C2)C)C)C=C(C1O)F